FC(C1=CC=C(C(=N1)OCCO)[C@H]1[C@@H](O[C@]([C@H]1C)(C(F)(F)F)C)C(=O)NC1=CC(=NC=C1)C(=O)N)F 4-((2R,3S,4S,5R)-3-(6-(difluoromethyl)-2-(2-hydroxyethoxy)pyridin-3-yl)-4,5-dimethyl-5-(trifluoromethyl)tetrahydrofuran-2-carboxamido)picolinamide